(R)-4-(benzyloxy)-3-((1-(methyl-d3)pyrrolidin-2-yl)methyl-d2)-1H-indole C(C1=CC=CC=C1)OC1=C2C(=CNC2=CC=C1)C([2H])([2H])[C@@H]1N(CCC1)C([2H])([2H])[2H]